2-(4-(5-Chloro-2-(4-chloro-1H-1,2,3-triazol-1-yl)phenyl)-5-methoxy-2-oxopyridine-1(2H)-yl)-N-(3-(difluoromethyl)-4-(dimethylphosphoryl)phenyl)-4-methoxybutanamide ClC=1C=CC(=C(C1)C1=CC(N(C=C1OC)C(C(=O)NC1=CC(=C(C=C1)P(=O)(C)C)C(F)F)CCOC)=O)N1N=NC(=C1)Cl